[K].[K].O=[V] oxovanadium dipotassium